C(C)(=O)C=1C(=NC(=CC1)N1C=NC2=C1C=CC(=C2)NC=2N=NC=CN2)N2N=C(C=C2C)C#N 1-[3-acetyl-6-[5-(1,2,4-triazin-3-ylamino)benzimidazol-1-yl]-2-pyridinyl]-5-methyl-pyrazole-3-carbonitrile